1-(2-(6-fluoro-1H-indol-3-yl)ethyl)-6,7-dimethoxy-3,4-dihydroisoquinoline-2(1H)-formaldehyde FC1=CC=C2C(=CNC2=C1)CCC1N(CCC2=CC(=C(C=C12)OC)OC)C=O